C(C1=CC=CC=C1)S(=O)(=O)C1=CC(=C(C=C1)OC)Br 4-Benzylsulfonyl-2-bromo-1-methoxybenzene